1,1'-methylenebis(3-chloronaphthalene-2-ol) C(C1=C(C(=CC2=CC=CC=C12)Cl)O)C1=C(C(=CC2=CC=CC=C12)Cl)O